COC(CNC=1C(=C(C(=C(C(=O)O)C1I)I)C(=O)O)I)OC 5-((2,2-dimethoxyethyl)amino)-2,4,6-triiodoisophthalic acid